[N+](=O)([O-])C=1C=CC(=NC1)N1CC(C1)C=O 1-(5-nitropyridin-2-yl)azetidine-3-carbaldehyde